7-isopropyl-2-(prop-1-en-2-yl)-N-(1-(3,4,5-trimethoxyphenyl)-1H-imidazol-4-yl)-7H-pyrrolo[2,3-d]Pyrimidine-4-amine C(C)(C)N1C=CC2=C1N=C(N=C2NC=2N=CN(C2)C2=CC(=C(C(=C2)OC)OC)OC)C(=C)C